CS(C[C@H](N)C(=O)O)=O S-methyl-L-cysteine-S-oxide